N5-cyclopropyl-N3-methyl-1-((1-methyl-1H-benzo[d]imidazol-4-yl)methyl)-2-oxo-1,2-dihydropyridine-3,5-dicarboxamide C1(CC1)NC(=O)C=1C=C(C(N(C1)CC1=CC=CC=2N(C=NC21)C)=O)C(=O)NC